OC1CC(C1)C=NC(C1=CC=CC=C1)=O N-((3-hydroxycyclobutyl)methylene)benzamide